C(#N)C=1C=C(C=C(C1)F)B(O)O (3-cyano-5-fluorophenyl)boronic acid